[Si](C)(C)(C(C)(C)C)OCCNC 2-((tert-butyldimethylsilyl)oxy)-N-methylethan-1-amine